ClC1=NC(=CC(=N1)C#N)N1CCOCC1 2-chloro-6-morpholinopyrimidine-4-carbonitrile